FC1(CCN(CCC1)C1=C(C(=O)NC2=CC(=CC=C2)[S@@](=O)(=NC([C@@H](C)O)=O)C)C(=C(C(=N1)C(F)(F)F)C=1C=NN(C1)C)C)F 2-(4,4-difluoroazepan-1-yl)-N-(3-((R)-N-((R)-2-hydroxypropanoyl)-S-methylsulfonimidoyl)phenyl)-4-methyl-5-(1-methyl-1H-pyrazol-4-yl)-6-(trifluoromethyl)nicotinamide